3-[4-(methylamino)-2-oxo-7-(trifluoro-methyl)pyrido[2,3-d]pyrimidin-1(2H)-yl]benzonitrile CNC=1C2=C(N(C(N1)=O)C=1C=C(C#N)C=CC1)N=C(C=C2)C(F)(F)F